NC1=C(N=CC(=N1)N1CCC2(CC1)[C@@H](C1=CC=C(C=C1C2)Br)N)SC2=C(C(=NC=C2)N)Cl (S)-1'-(6-amino-5-((2-amino-3-chloropyridin-4-yl)thio)pyrazin-2-yl)-5-bromo-1,3-dihydro-spiro[indene-2,4'-piperidin]-1-amine